5-(Methylsulfonyl)-2'-(5-phenyl-1H-imidazol-2-yl)-3,4'-bipyridine trifluoroacetate salt FC(C(=O)O)(F)F.CS(=O)(=O)C=1C=C(C=NC1)C1=CC(=NC=C1)C=1NC(=CN1)C1=CC=CC=C1